N-ethyl-2-[(2-[4-[(1-hydroxycyclopropyl)methoxy]pyridin-2-yl]-5H,6H,7H-cyclopenta[d]pyrimidin-4-yl)(methyl)amino]acetamide C(C)NC(CN(C)C=1C2=C(N=C(N1)C1=NC=CC(=C1)OCC1(CC1)O)CCC2)=O